3,4,5-trichlorobenzene ClC=1C=CC=C(C1Cl)Cl